COC=1C=C(C=CC1)NC(C=C)=O N-(3-methoxyphenyl)acrylamide